2'-chloro-5'-methoxy-6-methyl-N-(5-{[(3S)-oxan-3-yl]carbamoyl}-1,3,4-thiadiazol-2-yl)-[4,4'-bipyridine]-3-carboxamide ClC1=NC=C(C(=C1)C1=C(C=NC(=C1)C)C(=O)NC=1SC(=NN1)C(N[C@@H]1COCCC1)=O)OC